C1(=CC=CC=C1)C(CO)CC 2-phenylbutan-1-ol